(4-(1-(2,2-difluoroethyl)-2-(trifluoromethyl)-1H-imidazo[4,5-c]pyridin-4-yl)-2-fluorophenyl)((2R)-2-methylmorpholin-4-yl)methanone FC(CN1C(=NC=2C(=NC=CC21)C2=CC(=C(C=C2)C(=O)N2C[C@H](OCC2)C)F)C(F)(F)F)F